4-ethoxy-1-(4-fluorophenyl)-N-(4-(6-(1-isobutyrylpiperidin-4-yl)-1-((4-methoxybenzyl)amino)pyrrolo[1,2-a]pyrazin-8-yl)phenyl)-2-oxo-1,2-dihydropyridine-3-carboxamide C(C)OC1=C(C(N(C=C1)C1=CC=C(C=C1)F)=O)C(=O)NC1=CC=C(C=C1)C=1C=C(N2C1C(=NC=C2)NCC2=CC=C(C=C2)OC)C2CCN(CC2)C(C(C)C)=O